4-((5-aminobenzo[d]oxazol-7-yl)methyl)benzene NC=1C=C(C2=C(N=CO2)C1)CC1=CC=CC=C1